C(C)SC=1C=C(C=NC1C1=NC=2N(C=C1)N=C(C2)C(F)(F)F)CC#N 2-(5-(ethylsulfanyl)-6-(2-(trifluoromethyl)pyrazolo[1,5-a]pyrimidin-5-yl)pyridin-3-yl)acetonitrile